[Na+].O[C@@H](C(=O)[O-])[C@H](C(=O)[O-])O.[Na+] (2R,3R)-2,3-dihydroxysuccinic acid sodium salt